6'-chloro-5'-methoxy-2H-[1,3'-bipyridin]-2-one ClC1=C(C=C(C=N1)N1C(C=CC=C1)=O)OC